CC(C[C@@H](C(N[C@@H](C[C@H]1C(NCC1)=O)C(COC(F)(F)F)=O)=O)NC(=O)[C@@H]1OCCC1)C (R)-N-((S)-4-methyl-1-oxo-1-(((S)-3-oxo-1-((S)-2-oxopyrrolidin-3-yl)-4-(trifluoromethoxy)butan-2-yl)amino)pentan-2-yl)tetrahydrofuran-2-carboxamide